FC1=CN=CC=2C3=C(N=C(C12)N1C2=C(OCCC1)C(=CC=C2)C#CC(C)(O)C)N=NN3C 4-(5-(6-fluoro-1-methyl-1H-[1,2,3]triazolo[4,5-c][2,6]naphthyridin-5-yl)-2,3,4,5-tetrahydrobenzo[b][1,4]oxazepin-9-yl)-2-methylbut-3-yn-2-ol